N-[(5-phenyl-1,3,4-thiadiazol-2-yl)methyl]-6,7-dihydro-4H-pyrazolo[5,1-c][1,4]thiazine-2-carboxamide C1(=CC=CC=C1)C1=NN=C(S1)CNC(=O)C1=NN2C(CSCC2)=C1